[N+](=O)([O-])C1=CC=C(C=C1)CCCC1=NOC(O1)=O 3-(3-(4-Nitrophenyl)propyl)-1,4,2-dioxazol-5-one